di-zinc (cis-1,2-di(3-pyridyl)-ethylene) N1=CC(=CC=C1)\C=C/C=1C=NC=CC1.[Zn].[Zn]